ClC=1C(=NC2=CC=CC=C2C1)C1=CC2=CC=CC=C2C=C1 chloro-2-(2-naphthyl)quinoline